4-fluoro-7-hydroxy-3-methyl-2,3-dihydro-1H-inden-1-one FC1=C2C(CC(C2=C(C=C1)O)=O)C